COC(C1CCN(CC1)C1=CC=C(C=C1)[C@@H]1C2(CCC3=CC(=CC=C13)O)CCCC2)OC (S)-1'-(4-(4-(Dimethoxymethyl)piperidin-1-yl)phenyl)-3',4'-dihydro-1'H-spiro[cyclopentane-1,2'-naphthalen]-6'-ol